3-chloro-N-(3-chloro-2,6-dinitro-4-trifluoromethyl-phenyl)-5-trifluoromethyl-2-pyridineamine ClC=1C(=NC=C(C1)C(F)(F)F)NC1=C(C(=C(C=C1[N+](=O)[O-])C(F)(F)F)Cl)[N+](=O)[O-]